[C].[Si](I)(I)(I)I silicon iodide carbon